tert-butyl 4-(4-chloro-2,5-difluoro-phenyl)-3,6-dihydro-2H-pyridine-1-carboxylate ClC1=CC(=C(C=C1F)C=1CCN(CC1)C(=O)OC(C)(C)C)F